1-(3-(4-chloro-3-fluorophenoxy)propyl)-N-(6-chloroquinolin-2-yl)piperidine-4-carboxamide ClC1=C(C=C(OCCCN2CCC(CC2)C(=O)NC2=NC3=CC=C(C=C3C=C2)Cl)C=C1)F